FC1=C(C=CC=C1)[C@H]1CCC=2N1N=C(N2)C(=O)N[C@@H]2C(N(C=1N(CC2)N=CC1)C)=O (5R)-5-(2-fluorophenyl)-N-[(6S)-4-methyl-5-oxo-7,8-dihydro-6H-pyrazolo[1,5-a][1,3]diazepin-6-yl]-6,7-dihydro-5H-pyrrolo[1,2-b][1,2,4]triazole-2-carboxamide